tert-butyl 2-(benzyloxycarbonylamino)-2-(fluoromethyl)-3-[3-(methoxymethoxy)phenyl]propanoate C(C1=CC=CC=C1)OC(=O)NC(C(=O)OC(C)(C)C)(CC1=CC(=CC=C1)OCOC)CF